CC1=C(C=C(C=C1)C1=CC=CC=C1)NC=1C=C(C=CC1C)C1=CC=CC=C1 bis(4-methyl-[1,1'-biphenyl]-3-yl)amine